FC(C1(CC1)NC(O[C@H]1C[C@H](CC1)C=1NN=C(C1)N)=O)F (1R,3S)-3-(5-amino-2H-pyrazol-3-yl)cyclopentyl N-[1-(difluoromethyl)cyclopropyl]carbamate